FC([C@@H]1CC2=C(CN1C(=O)OC(C)(C)C)C(=NN2)C(=O)OCC)(F)F |o1:2| (S*)-5-tert-butyl 3-ethyl 6-(trifluoromethyl)-6,7-dihydro-1H-pyrazolo[4,3-c]pyridine-3,5(4H)-dicarboxylate